(S)-2-amino-3-(2-fluoro-4-(1-(oxetan-3-yl)-1,2,3,6-tetrahydropyridin-4-yl)phenyl)propionitrile N[C@H](C#N)CC1=C(C=C(C=C1)C=1CCN(CC1)C1COC1)F